8-chloro-2-propyl-2,3,4,5-tetrahydro-1H-pyrido[4,3-b]indole ClC1=CC=2C3=C(NC2C=C1)CCN(C3)CCC